C(C)(C)(C)OC(=O)NC(C(=O)OC(C)(C)C)CC(=O)OCN1C(N(SC1NC(C1=CC=C(C=C1)Cl)=O)CC1=CC=C(C=C1)Cl)=O tert-butyl 1-[5-(4-chlorobenzamido)-2-[(4-chlorophenyl)methyl]-3-oxo-1,2,4-thiadiazolidin-4-yl]methyl 2-{[(tert-butoxy)carbonyl]amino}butanedioate